C(C)(C)(C)[Si](C)(C)OCCCC=1C=NC(=CC1)OC tert-butyl-[3-(6-methoxy-3-pyridyl)propoxy]-dimethyl-silane